C(C)(C)(CC)[Sn](OC(C)(C)C)(OC(C)(C)C)OC(C)(C)C tert-amyl-tris(tert-butoxy)tin